C(C)(C)(C)OC(=O)N1CC(N(CC1)C(C1=C(C=C(C=C1)NC(=O)C1CC1)N1CCCCCC1)=O)C1=NC=CC=C1 4-[2-(azepan-1-yl)-4-(cyclopropanecarbonylamino)benzoyl]-3-pyridin-2-ylpiperazine-1-carboxylic acid tert-butyl ester